5-[4-[(3-methyl-2-pyridinyl)methyl]piperazin-1-yl]-2-oxazol-5-yl-pyrazolo[1,5-a]pyrimidine-3-carbonitrile CC=1C(=NC=CC1)CN1CCN(CC1)C1=NC=2N(C=C1)N=C(C2C#N)C2=CN=CO2